(S)-1-(2-cyclopropyl-4-(2-methylpyridin-4-yl)phenoxy)-2,4-dimethylpentan-2-amine C1(CC1)C1=C(OC[C@](CC(C)C)(N)C)C=CC(=C1)C1=CC(=NC=C1)C